3-METHYL-4-OXO-2-PENTENOIC ACID CC(=CC(=O)O)C(C)=O